(1aR,5aR)-2-(2,4-Difluoro-phenyl)-1a,2,5,5a-tetrahydro-1H-2,3-diaza-cyclopropa[a]pentalene-4-carboxylic acid FC1=C(C=CC(=C1)F)N1N=C(C=2C[C@@H]3[C@H](C12)C3)C(=O)O